2-phenyl-3,3-bis(4-cyanatophenyl)benzylamide C1(=CC=CC=C1)C1C(C[NH-])=CC=CC1(C1=CC=C(C=C1)OC#N)C1=CC=C(C=C1)OC#N